CC(C)(C1=CC=CC=C1)NC(N)=O 3-(1-methyl-1-phenylethyl)urea